C(#N)C=1C=C(C=CC1N1CCN(CC1)C)NC1=NC2=C(C=CC=C2C=N1)C=1C=C(C=CC1)NC(C=C)=O N-(3-(2-((3-cyano-4-(4-methylpiperazin-1-yl)phenyl)amino)quinazolin-8-yl)phenyl)acrylamide